FC1=C(C=CC(=C1)OC(C)C)B(O)O 2-FLUORO-4-ISOPROPOXYPHENYLBORONIC ACID